C(C(=O)OC([C@@H](N)CC1=CC=C(C=C1)O)=O)(=O)OC([C@@H](N)CC1=CC=C(C=C1)O)=O Dityrosyl Oxalate